BrCCCC(=O)OCCCCCCCCCC=CCC=CCCCC octadeca-10,13-dien-1-yl 4-bromobutyrate